C(CC)C1=NC=CC=N1 propylpyrimidine